BrC1=CC(=C2C(=NN(C2=C1)C)N1C(C2=CC=CC=C2C1=O)=O)I (6-bromo-4-iodo-1-methyl-1H-indazol-3-yl)isoindoline-1,3-dione